4-bromo-N-cyclopropyl-2-fluoro-6-hydroxy-benzamide BrC1=CC(=C(C(=O)NC2CC2)C(=C1)O)F